6-(1,1-dimethylethyl)-2-trifluoromethyl-2H-1-benzothiopyran-3-carboxylic acid CC(C)(C)C=1C=CC2=C(C=C(C(S2)C(F)(F)F)C(=O)O)C1